CC1=NN(C2=NC(=NC=C21)N2CC1(CC2)CN(CC1)C=1C(=NC(=NC1)C)C(F)(F)F)CC(F)(F)F 2-[3-methyl-1-(2,2,2-trifluoroethyl)-1H-pyrazolo[3,4-d]pyrimidin-6-yl]-7-[2-methyl-4-(trifluoromethyl)pyrimidin-5-yl]-2,7-diazaspiro[4.4]nonane